N-(2-(4'-(3-(1H-1,2,3-triazol-1-yl)propoxy)-[1,1'-biphenyl]-4-yl)propan-2-yl)-1,4-diazabicyclo[3.2.2]nonane-4-carboxamide N1(N=NC=C1)CCCOC1=CC=C(C=C1)C1=CC=C(C=C1)C(C)(C)NC(=O)N1CCN2CCC1CC2